C(#N)C=1N(C2=CC=CC(=C2C1)N[C@H]1[C@H](CN(CC1)C(=O)OC(C)(C)C)F)CC(F)(F)F |r| (+/-)-tert-butyl (3S,4R)-4-((2-cyano-1-(2,2,2-trifluoroethyl)-1H-indol-4-yl)amino)-3-fluoropiperidine-1-carboxylate